N-(2-(cyclohex-1-en-1-yl)ethyl)cyanamide C1(=CCCCC1)CCNC#N